C1(=CC(=CC=C1)C(=O)C1=CC=CC=C1)C(=O)C1=CC=CC=C1 1,3-phenylenebis(phenylmethanone)